C(CCC)N([N+](=O)[O-])CCO[N+](=O)[O-] n-butyl-nitrooxyethyl-nitroamine